dinitropropane [N+](=O)([O-])C(C)(C)[N+](=O)[O-]